Cl.ClC=1C=CC(=NC1)CN1C(=NC2=C1C=C(C=C2F)F)N2C[C@H](C(CC2)(F)F)N (R)-1-(1-((5-Chloropyridin-2-yl)methyl)-4,6-difluoro-1H-benzo[d]imidazol-2-yl)-4,4-difluoropiperidin-3-amin-hydrochlorid